6-[4-[2-fluoro-5-[(4-oxo-7-prop-1-ynyl-3H-phthalazin-1-yl)methyl]benzoyl]-2-methyl-piperazin-1-yl]pyridine-3-carbonitrile FC1=C(C(=O)N2CC(N(CC2)C2=CC=C(C=N2)C#N)C)C=C(C=C1)CC1=NNC(C2=CC=C(C=C12)C#CC)=O